ClC(COC(NS(NCC(OC)OC)(=O)=O)=O)(Cl)Cl (2,2-Dimethoxyethyl)sulfamoylcarbamic acid 2,2,2-trichloroethyl ester